C(CC)(=O)OCCC(CC)C1=CC(=C(C(=C1)C(C)(C)C)O)N1N=C2C(=N1)C=CC=C2 3-[3-(2H-benzotriazol-2-yl)-5-(1,1-bisMethyl ethyl)-4-hydroxyphenyl]Pentyl propionate